Tert-Butyl 2-propoxy-1-[[2-(trifluoromethyl)phenyl]methyl]-1H,4H,5H,6H,7H-imidazo[4,5-c]pyridine-5-carboxylate C(CC)OC=1N(C2=C(CN(CC2)C(=O)OC(C)(C)C)N1)CC1=C(C=CC=C1)C(F)(F)F